CC(C)[C@H]1C(=O)N2CCC[C@H]2[C@]3(N1C(=O)[C@](O3)(C(C)C)NC(=O)[C@@H]4C[C@H]5[C@@H](CC6=CNC7=CC=CC5=C67)N(C4)C)O The molecule is ergocornine in which a single bond replaces the double bond between positions 9 and 10. It derives from an ergocornine. It derives from a hydride of an ergotaman.